(E)-2-tridecenyl acetate C(C)(=O)OC\C=C\CCCCCCCCCC